[N+](=O)([O-])C=1C=C(C=CC1)C1=CC(=NC=C1)N1CCN(CC1)C(=O)C1=CC(NC2=CC=CC=C12)=O 4-(4-(4-(3-nitrophenyl)pyridin-2-yl)piperazine-1-carbonyl)quinolin-2(1H)-one